4-[7-Allyl-4-[(2,4-dimethoxyphenyl)methylamino]-1-[(1R,3R)-3-(pent-4-ylcarbamoyl)-cyclohexyl]pyrazolo[4,3-c]pyridin-3-yl]-N-[4-(trifluoromethyl)-2-pyridinyl]benzamide C(C=C)C=1C2=C(C(=NC1)NCC1=C(C=C(C=C1)OC)OC)C(=NN2[C@H]2C[C@@H](CCC2)C(NC(CCC)C)=O)C2=CC=C(C(=O)NC1=NC=CC(=C1)C(F)(F)F)C=C2